methyl 2-{[(2-chlorophenyl) (phenyl)methyl] (methyl)amino}-5-methoxy-1-methyl-6-oxo-1,6-dihydropyrimidine-4-carboxylate ClC1=C(C=CC=C1)C(C1=CC=CC=C1)N(C=1N(C(C(=C(N1)C(=O)OC)OC)=O)C)C